4-{[(5-fluoro-2-methoxyphenyl)formamido]methyl}benzoic acid FC=1C=CC(=C(C1)C(=O)NCC1=CC=C(C(=O)O)C=C1)OC